1-(6-aminospiro[3.3]hept-2-yl)-3-(4-chlorobenzyl)urea NC1CC2(CC(C2)NC(=O)NCC2=CC=C(C=C2)Cl)C1